C(C)(C)N[Si]1(O[SiH](O[SiH](O[SiH](O1)C)C)C)C 2-iso-propylamino-2,4,6,8-tetramethylcyclotetrasiloxane